S1C(=CC=C1)CN1C2N(C3N(C(N(C1C3)CC=3SC=CC3)C2)CC=2SC=CC2)CC=2SC=CC2 2,4,6,8-tetrakis(thien-2-ylmethyl)-2,4,6,8-tetraazaadamantane